(S)-1-amino-2-(1-(2-cyano-3-cyclopropylacryloyl)pyrrolidin-2-yl)-4-(4-((4-methylpyridin-2-yl)carbamoyl)phenyl)-1H-imidazole-5-carboxamide NN1C(=NC(=C1C(=O)N)C1=CC=C(C=C1)C(NC1=NC=CC(=C1)C)=O)[C@H]1N(CCC1)C(C(=CC1CC1)C#N)=O